(4-bromophenyl-2,3,5,6-d4)tris(phenyl-d5)silane BrC1=C(C(=C(C(=C1[2H])[2H])[Si](C1=C(C(=C(C(=C1[2H])[2H])[2H])[2H])[2H])(C1=C(C(=C(C(=C1[2H])[2H])[2H])[2H])[2H])C1=C(C(=C(C(=C1[2H])[2H])[2H])[2H])[2H])[2H])[2H]